N-(2-fluoroethyl)-N-((trans)-3-((6-(1-methyl-1H-pyrazol-4-yl)pyrazolo[1,5-a]pyrazin-4-yl)oxy)cyclobutyl)but-2-ynamide FCCN(C(C#CC)=O)[C@@H]1C[C@H](C1)OC=1C=2N(C=C(N1)C=1C=NN(C1)C)N=CC2